C(C)(C)N1CCC(CC1)[C@@H](C)NS(=O)(=O)C1=CC(=C(C=C1)NC(C1=C(C=CC=C1)C)=O)C (R)-N-(4-(N-(1-(1-isopropylpiperidin-4-yl)ethyl)sulfamoyl)-2-methylphenyl)-2-methylbenzamide